FC1=CC(=C(C=C1)C1=NC=CC2=C1CN(C2=O)C2=CC=C(C=C2)C(C)(C)O)OCC(F)(F)F 4-[4-fluoro-2-(2,2,2-trifluoroethoxy)phenyl]-2-[4-(2-hydroxypropan-2-yl)phenyl]-2,3-dihydro-1H-pyrrolo[3,4-c]pyridin-1-one